C[Si](C)(C)C#CC1=CC=C(C=C1)C1(CC1)NC(OC(C)(C)C)=O Tert-butyl (1-(4-((trimethylsilyl)ethynyl)phenyl)cyclopropyl)carbamate